1-(N-phenoxazinyl)-3-methylenehepta-4,6-diene C1=CC=CC=2OC3=CC=CC=C3N(C12)CCC(C=CC=C)=C